(2R)-5-methoxy-3,4-dihydro-2H-pyrrole-2-carboxylic acid methyl ester COC(=O)[C@@H]1N=C(CC1)OC